p-vinyl-nitrobenzene C(=C)C1=CC=C(C=C1)[N+](=O)[O-]